(RS)-4-(1-(but-2-ynoyl)piperidin-3-yl)-5-fluoro-2,3-dimethyl-1H-indole-7-carboxamide C(C#CC)(=O)N1C[C@H](CCC1)C1=C2C(=C(NC2=C(C=C1F)C(=O)N)C)C |r|